ClC=1C=NC=C(C1C(C1=CC=C(C=C1)OC(F)(F)F)F)N1N=CC=N1 3-Chloro-4-[fluoro[4-(trifluoromethoxy)phenyl]methyl]-5-(2H-1,2,3-triazol-2-yl)pyridine